(S)-quinuclidin-3-yl (6-methoxy-5-(3-methoxyphenyl)-2,2-dimethyl-2,3-dihydro-1H-inden-1-yl)carbamate COC1=C(C=C2CC(C(C2=C1)NC(O[C@@H]1CN2CCC1CC2)=O)(C)C)C2=CC(=CC=C2)OC